ClC1=CC=C(C=C1)C(=C)C1=CC=C(C=C1)C 1-chloro-4-(1-(p-tolyl)vinyl)benzene